sodium dodecyl-sulfonat C(CCCCCCCCCCC)S(=O)(=O)[O-].[Na+]